C(C)(C)(C)OC(=O)N[C@H](C(=O)O)CCCN1C(=NC2=C1C=CC=C2)[N+](=O)[O-] (S)-2-((tert-butoxycarbonyl)amino)-5-(2-nitro-1H-benzo[d]imidazol-1-yl)pentanoic acid